ClC1=C(C(=CC(=C1)C(=C)C(F)(F)F)Cl)Cl 1,2,3-trichloro-5-(1-trifluoromethyl-vinyl)benzene